6-p-toluenesulfonyl-2-oxa-6-aza-spiro[3.3]heptane CC1=CC=C(C=C1)S(=O)(=O)N1CC2(COC2)C1